BrC=1C(=NN2C1C(=NC=C2C(C)O)Cl)I 1-(3-bromo-4-chloro-2-iodopyrazolo[1,5-a]pyrazin-7-yl)ethanol